O=C1NC(CCC1N1C(C2=CC=CC(=C2C1)C#CCOCCOCCOCCOCC(=O)OC(C)(C)C)=O)=O tert-Butyl 15-(2-(2,6-dioxopiperidin-3-yl)-1-oxoisoindolin-4-yl)-3,6,9,12-tetraoxapentadec-14-ynoate